N-(4-butylphenyl)-diphenylamin C(CCC)C1=CC=C(C=C1)N(C1=CC=CC=C1)C1=CC=CC=C1